2,4-dichloro-6-methylpyrimidine-5-carboxylic acid ethyl ester C(C)OC(=O)C=1C(=NC(=NC1C)Cl)Cl